ClC(C=CC(F)(F)F)(F)Cl 1,1-dichloro-1,4,4,4-tetrafluoro-2-butene